[O-2].[La+3].[W+4].[Sn+4].[Zn+2] zinc tin tungsten lanthanum oxide